FC=1C=C2C(N(C(=NC2=C(C1)[C@@H](C)NC1=C(C=C(C=C1)F)N1CCC(CC1)O)C1(CCOCC1)C)C)=O (R)-6-fluoro-8-(1-((4-fluoro-2-(4-hydroxypiperidin-1-yl)phenyl)amino)ethyl)-3-methyl-2-(4-methyltetrahydro-2H-pyran-4-yl)quinazolin-4(3H)-one